ClC1=NC(=NC(=N1)NC1CC(C1)(F)F)NC1CC(C1)(F)F 6-chloro-N2,N4-bis(3,3-difluorocyclobutyl)-1,3,5-triazine-2,4-diamine